1-amino-3-methoxy-5-(methoxy-carbonyl)pyridin-1-ium N[N+]1=CC(=CC(=C1)C(=O)OC)OC